N-(1-(7-oxo-7,8-dihydro-1,8-naphthyridin-4-yl)piperidin-4-yl)sulfamide O=C1C=CC=2C(=CC=NC2N1)N1CCC(CC1)NS(=O)(=O)N